5-{2-[(6-methoxy-1,2,3,4-tetrahydroisoquinolin-7-yl)amino]quinazolin-7-yl}-N-methylpyridine-2-carboxamide COC=1C=C2CCNCC2=CC1NC1=NC2=CC(=CC=C2C=N1)C=1C=CC(=NC1)C(=O)NC